(3S)-3-amino-N-benzyl-2-hydroxy-4-((S)-2-oxopyrrolidin-3-yl)butanamide tert-butyl-(6-bromo-3-(dimethylcarbamoyl)-2,3,4,9-tetrahydro-1H-carbazol-1-yl)carbamate C(C)(C)(C)N(C(O)=O)C1CC(CC=2C3=CC(=CC=C3NC12)Br)C(N(C)C)=O.N[C@H](C(C(=O)NCC1=CC=CC=C1)O)C[C@H]1C(NCC1)=O